ClC1=C(C=NC2=CC=C(C=C12)C=1C=C(C(=NC1)OC)NS(=O)(=O)C1=C(C=C(C=C1)F)F)F N-(5-(4-chloro-3-fluoroquinolin-6-yl)-2-methoxypyridin-3-yl)-2,4-difluorobenzenesulfonamide